FC1=C(N(C2=C1C=1C=NNC1C=C2)CC2=CC=C(CCNCCC)C=C2)C2=C(C=CC=C2)C N-(4-((8-fluoro-7-(o-tolyl)pyrrolo[3,2-e]indazol-6(3H)-yl)methyl)phenethyl)propan-1-amine